2-(1-chloroethyl)-1-fluoro-4-methoxybenzene ClC(C)C1=C(C=CC(=C1)OC)F